N-(cyanomethyl)carbamic acid tert-butyl ester C(C)(C)(C)OC(NCC#N)=O